O=C1N[C@H]2[C@@H](N1)CSC2 (3aS,4S,6aR)-2-oxo-1,3,3a,4,6,6a-hexahydrothieno[3,4-d]imidazol